2-(diphenylmethyleneamino)-3-cyclopropyl-propionic acid ethyl ester C(C)OC(C(CC1CC1)N=C(C1=CC=CC=C1)C1=CC=CC=C1)=O